C(C)OC1=C(C(=O)NCC2=CC(=CC=C2)C=2SC=CN2)C=C(C=C1)C=1C=NNC1 2-ethoxy-5-(1H-pyrazol-4-yl)-N-(3-(thiazol-2-yl)benzyl)benzamide